lanthanum Strontium Cobalt Manganite [Mn](=O)([O-])[O-].[Co+2].[Sr+2].[La+3]